ClCC1=C2CCCCC2=CC=C1 5-(chloromethyl)-1,2,3,4-tetrahydronaphthalene